2-((2-bromophenyl)ethynyl)-N,N-dimethyl-4-nitroaniline BrC1=C(C=CC=C1)C#CC1=C(N(C)C)C=CC(=C1)[N+](=O)[O-]